C(C)(=O)C1=NN(C2=C(N=C(C=C21)C=2C=NC(=NC2)C)CC=C)CC(=O)OC(C)(C)C tert-Butyl 2-(3-Acetyl-7-allyl-5-(2-methylpyrimidin-5-yl)-1H-pyrazolo[3,4-c]pyridin-1-yl)acetate